FC(CC1=NN=CN1)(F)F (2,2,2-trifluoroethyl)-4H-1,2,4-triazol